FC=1C(=NC(=CC1C=1C=C(C=CC1C)NC(=O)N1C[C@@H](CC1)CC(F)(F)F)N1CCOCC1)N[C@@H](CO)C (3S)-N-[3-(3-fluoro-2-[[(2R)-1-hydroxypropan-2-yl]amino]-6-(morpholin-4-yl)pyridin-4-yl)-4-methylphenyl]-3-(2,2,2-trifluoroethyl)pyrrolidine-1-carboxamide